C(C)(C)(C)OC(=O)N1[C@@H](C[C@H](C1)O[Si](C)(C)C(C)(C)C)C1=C(C=CC=C1)C(C)C (2S,4R)-4-((tert-butyldimethylsilyl)oxy)-2-(2-isopropylphenyl)pyrrolidine-1-carboxylic acid tert-butyl ester